7-bromo-5-(cyclopentyloxy)-3-methylquinoxalin-2(1H)-one BrC1=CC(=C2N=C(C(NC2=C1)=O)C)OC1CCCC1